COC(C(CCC(CC#N)C#N)(C1=CC=CC=C1)C1=CC=CC=C1)=O 5,6-dicyano-2,2-diphenylhexanoic acid methyl ester